ClC1=C(C(=CC=C1)F)N1C=2N(C3=C(C1=O)C=NC(=N3)NC3=CC(=C(C=C3)N3C[C@@H](N([C@H](C3)C)C)C)C)CCN2 |&1:30| 6-(2-Chloro-6-fluorophenyl)-2-((3-methyl-4-((3S,SR)-3,4,5-trimethylpiperazin-1-yl)phenyl)amino)-8,9-dihydroimidazo[1,2-a]pyrimido[5,4-e]pyrimidin-5(6H)-one